7-{5-[(3R)-3-[(4-fluorophenyl)methyl]piperidine-1-carbonyl]-6-methoxypyridin-3-yl}-[1,2,4]triazolo[1,5-a]pyridin-2-amine FC1=CC=C(C=C1)C[C@@H]1CN(CCC1)C(=O)C=1C=C(C=NC1OC)C1=CC=2N(C=C1)N=C(N2)N